1-(4-bromophenyl)-3-(dimethoxymethyl)azetidine methyl-(S)-2-benzyl-7-methyl-3-(2-azaspiro[3.5]nonan-7-yl)-3,7,8,9-tetrahydro-6H-imidazo[4,5-f]quinoline-6-carboxylate COC(=O)N1[C@H](CCC2=C3C(=CC=C12)N(C(=N3)CC3=CC=CC=C3)C3CCC1(CNC1)CC3)C.BrC3=CC=C(C=C3)N3CC(C3)C(OC)OC